2-(prop-2-yn-1-yloxy)tetrahydrofuran C(C#C)OC1OCCC1